CC=1C=C2CN(C(C2=CC1S(=O)(=O)C)=O)C1C(NC(CC1)=O)=O 3-(5-methyl-6-(methylsulfonyl)-1-oxoisoindolin-2-yl)piperidine-2,6-dione